(Z)-4-oxo-4-((12-(Stearoyloxy)octadec-9-en-1-yl)oxy)butanoic acid O=C(CCC(=O)O)OCCCCCCCC\C=C/CC(CCCCCC)OC(CCCCCCCCCCCCCCCCC)=O